6'-(((1S,3S)-3-((5-Methyl-3-oxo-3,4-dihydropyrazin-2-yl)amino)cyclopentyl)amino)-2H-[1,3'-bipyridin]-2-one CC=1NC(C(=NC1)N[C@@H]1C[C@H](CC1)NC1=CC=C(C=N1)N1C(C=CC=C1)=O)=O